(7-methylpyrrolo[2,3-d]pyrimidin-4-yl)methanone CN1C=CC2=C1N=CN=C2C=O